(R)-methyl 4-(6-(3-((2-((3,5-dichloropyridin-2-yl)oxy)butanamido)methyl)benzamido)-2-azaspiro[3.3]heptan-2-yl)butanoate ClC=1C(=NC=C(C1)Cl)O[C@@H](C(=O)NCC=1C=C(C(=O)NC2CC3(CN(C3)CCCC(=O)OC)C2)C=CC1)CC